N-[(6-{[(2-methylsulfonylethyl)amino]methyl}imidazo[1,2-a]pyridin-2-yl)methyl]-4-oxo-4H-pyrido[1,2-a]pyrimidine-2-carboxamide CS(=O)(=O)CCNCC=1C=CC=2N(C1)C=C(N2)CNC(=O)C=2N=C1N(C(C2)=O)C=CC=C1